[S].C(CCCCCCC\C=C/CCCCCCCC)(=O)O oleic acid sulfur